N-(dimethoxymethylsilylisopropyl)ethylenediamine COC(OC)[SiH2]C(C)(C)NCCN